CN1C(=NC(=C1)C(F)(F)F)C1=CC=C(C=C1)CN (4-(1-methyl-4-(trifluoromethyl)-1H-imidazol-2-yl)phenyl)-methanamine